N-(2-fluoro-4-methyl-6-(2-(trifluoromethyl)-6,7-dihydropyrazolo[1,5-a]pyrazin-5(4H)-yl)pyridin-3-yl)-3,3-dimethylbutanamide FC1=NC(=CC(=C1NC(CC(C)(C)C)=O)C)N1CC=2N(CC1)N=C(C2)C(F)(F)F